4-(4,4,5,5-tetramethyl-1,3,2-dioxaborolan-2-yl)-3-(trifluoromethyl)-2H-pyrazole CC1(OB(OC1(C)C)C1=C(NN=C1)C(F)(F)F)C